2-chlorophenyl-2-(4-cyanophenylamino)-pyrimidin-4-ylketone-N-(4-methoxyphenyl) semicarbazone COC1=CC=C(C=C1)N(N=C(C1=NC(=NC=C1C1=C(C=CC=C1)Cl)NC1=CC=C(C=C1)C#N)C1=NC(=NC=C1C1=C(C=CC=C1)Cl)NC1=CC=C(C=C1)C#N)C(=O)N